(R)-N-(1-(methyl-d3)-3-(2-methyl-7-(methylsulfonyl)-2,3-dihydro-[1,4]dioxino[2,3-c]pyridin-5-yl)-1H-pyrrolo[2,3-c]pyridin-5-yl)acetamide C(N1C=C(C=2C1=CN=C(C2)NC(C)=O)C2=NC(=CC1=C2OC[C@H](O1)C)S(=O)(=O)C)([2H])([2H])[2H]